{4-[(5-chloro-4-{4-oxa-7-azaspiro[2.5]octan-7-yl}pyrimidin-2-yl)amino]phenyl}(imino)methylsulfanone ClC=1C(=NC(=NC1)NC1=CC=C(C=C1)S(=O)C=N)N1CCOC2(CC2)C1